4-[[3-[4-(difluoromethoxy)phenyl]imidazo[1,2-a]pyrazin-8-yl]amino]-2-methyl-N-[2-[2-(2-oxa-7-azaspiro[3.4]octan-7-yl)ethoxy]ethyl]benzamide FC(OC1=CC=C(C=C1)C1=CN=C2N1C=CN=C2NC2=CC(=C(C(=O)NCCOCCN1CCC3(COC3)C1)C=C2)C)F